(1S,9S)-9-ethyl-5-fluoro-9-hydroxy-4-methyl-10,13-dioxo-2,3,9,10,13,15-hexahydro-1H,12H-benzo[de]pyrano[3',4':6,7]indolizino[1,2-b]quinoline C(C)[C@]1(C(OCC=2C(N3CC=4C(=NC=5C=C(C(=C6C5C4CCC6)C)F)C3=CC21)=O)=O)O